(2S)-1-acetyl-4-(3-(cyclopropylmethoxy)-4-(difluoromethoxy)phenyl)-N-((6-(1-hydroxyethyl)pyridin-2-yl)methyl)pyrrolidine-2-carboxamide C(C)(=O)N1[C@@H](CC(C1)C1=CC(=C(C=C1)OC(F)F)OCC1CC1)C(=O)NCC1=NC(=CC=C1)C(C)O